C(C)(=O)NC1=NC=CC(=C1)OC1=CC=C(C=C1)NC(=O)C1=NC=2N(C(=C1)C1=CC=NC=C1)N=CC2 N-{4-[2-(acetylamino)pyridin-4-yloxy]phenyl}-7-(4-pyridyl)pyrazolo[1,5-a]pyrimidine-5-carboxamide